CN1CCN(C2=C(C=CC=C12)C)S(=O)(=O)C1=C(C=C(C=C1)C1=NN(N=C1)C)C 1,5-dimethyl-4-[2-methyl-4-(2-methyl-2H-1,2,3-triazol-4-yl)benzenesulfonyl]-1,2,3,4-tetrahydroquinoxaline